(S)-1'-(3-(1-(3,4-dimethoxyphenyl)vinyl)-1H-pyrazolo[3,4-b]pyrazin-6-yl)-1,3-dihydro-spiro[inden-2,4'-piperidin]-1-amine COC=1C=C(C=CC1OC)C(=C)C1=NNC2=NC(=CN=C21)N2CCC1(CC2)[C@@H](C2=CC=CC=C2C1)N